2-amino-4-(butylamino)-6-((5-(pyrrolidin-1-ylmethyl)pyridin-2-yl)methyl)pyrimido[4,5-d]pyridazin-5(6H)-one NC=1N=C(C2=C(C=NN(C2=O)CC2=NC=C(C=C2)CN2CCCC2)N1)NCCCC